[W](=O)(=O)=O tungsten(VI) trioxide